ClC1=CC=CC2=C1CCN(S2(=O)=O)[C@@H]([C@H](C)C2=C(C(=CC=C2F)C)C)C2=NNC(O2)=O 5-((1S,2R)-1-(5-chloro-1,1-dioxido-3,4-dihydro-2H-benzo[e][1,2]thiazin-2-yl)-2-(6-fluoro-2,3-dimethylphenyl)propyl)-1,3,4-oxadiazol-2(3H)-one